N-(4-bromothiazol-2-yl)-6-methylnicotinamide BrC=1N=C(SC1)NC(C1=CN=C(C=C1)C)=O